N1=CN=C(C2=C1NC=C2)C=2C=C(C=CC2)NC(C2=CC=CC=C2)=O N-(3-(7H-PYRROLO[2,3-D]PYRIMIDIN-4-YL)PHENYL)BENZAMID